bis(dimethylamino)methylene-1H-1,2,3-triazolo[4,5-b]pyridinium 3-oxide hexafluorophosphate F[P-](F)(F)(F)(F)F.CN(C)C(N(C)C)=[N+]1N=[N+](C2=NC=CC=C21)[O-]